(1-(7-(Dimethylamino)quinolin-5-yl)cyclopropyl)-2-methyl-5-((1-methylazetidin-2-yl)methoxy)benzamide CN(C1=CC(=C2C=CC=NC2=C1)C1(CC1)C=1C(=C(C(=O)N)C=C(C1)OCC1N(CC1)C)C)C